methyl 2-((4-(6-(benzyloxy)pyridin-2-yl)cyclohex-3-en-1-yl)methyl)-4-bromo-1-(2-methoxyethyl)-1H-benzo[d]imidazole-6-carboxylate C(C1=CC=CC=C1)OC1=CC=CC(=N1)C1=CCC(CC1)CC1=NC2=C(N1CCOC)C=C(C=C2Br)C(=O)OC